neopentyl glycol diheptanoate C(CCCCCC)(=O)OCC(C)(COC(CCCCCC)=O)C